FC1=CC=C2C(=CNC(C2=C1F)=O)[C@H](C)N(C(=O)NC1=CC=C(C=C1)F)CC (S)-1-(1-(7,8-difluoro-1-oxo-1,2-dihydroisoquinolin-4-yl)ethyl)-3-(4-fluorophenyl)-1-ethylurea